(S)-4-(2,2-difluoro-7-((5-methoxy-7-methyl-1H-indol-4-yl)methyl)-7-azaspiro[3.5]nonan-6-yl)-2-fluorobenzamide FC1(CC2(C1)C[C@H](N(CC2)CC2=C1C=CNC1=C(C=C2OC)C)C2=CC(=C(C(=O)N)C=C2)F)F